[Cl-].[Li+].CC1(C(N(CCC1)[Mg+])(C)C)C.[Cl-] tetramethylpiperidylmagnesium lithium chloride